[Ti].[Mg].[Bi].CC1=C(C=C(C=C1)NC(C=C)=O)B1OC(C(O1)(C)C)(C)C N-(4-methyl-3-(4,4,5,5-tetramethyl-1,3,2-dioxaborolan-2-yl)phenyl)acrylamide bismuth magnesium titanium